3-methoxy-N-methyl-4-[(3-{4-[(1-methylpiperidin-4-yl)amino]-1-(2,2,2-trifluoroethyl)-1H-indol-2-yl}prop-2-yn-1-yl)amino]benzene-1-sulfonamide COC=1C=C(C=CC1NCC#CC=1N(C2=CC=CC(=C2C1)NC1CCN(CC1)C)CC(F)(F)F)S(=O)(=O)NC